Cl.CN1CC(NCC1)C 1,3-dimethylpiperazine hydrochloride